[Si](C)(C)(C(C)(C)C)OC[C@@H]1N(CC(C1)(F)F)\C(=N\NS(=O)(=O)C1=CC=C(C=C1)C)\C1=C(C=CC=C1Cl)Cl (R,E)-N'-((2-(((tert-butyldimethylsilyl)oxy)methyl)-4,4-difluoropyrrolidin-1-yl)(2,6-dichlorophenyl)methylene)-4-methylbenzenesulfonohydrazide